C(=CC)N1CC(CC1)C=1C=C(C=C2C=NC=NC12)C1=C(C=C(C(=O)NC2=NC=CC(=C2)C(F)(F)F)C=C1)OC 4-(8-(1-propenylpyrrolidin-3-yl)quinazolin-6-yl)-3-methoxy-N-(4-(trifluoromethyl)pyridin-2-yl)benzamide